C[Si](C)(C)C1=C(C=CC=C1)[N+](=O)[O-] trimethylsilylnitrobenzene